FC1=CC=C(C=C1)C=1C=NN2C1NC(=CC2=O)C(C)C 3-(4-fluorophenyl)-5-isopropylpyrazolo[1,5-a]pyrimidin-7(4H)-one